FC(C(C(S(=O)(=O)[O-])(F)F)(F)F)(S(=O)(=O)[O-])F Perfluoropropane-1,3-disulfonate